CC=1C=C2C(C(CC2=CC1)C)C 5-methyl-2,3-dimethyl-indan